NC1=CC(=C(OC2=C3C(=NC=C2)NC(N3CC)=O)C=C1)F 7-(4-amino-2-fluorophenoxy)-1-ethyl-1,3-dihydro-2H-imidazo[4,5-b]pyridine-2-one